4-{4-cyano-2-[({(2'R,4S)-6-[6-(dimethylamino)-3-pyridinyl]-2,3-dihydrospiro[chromen-4,1'-cyclopropane]-2'-yl}carbonyl)amino]phenyl}butanoic acid C(#N)C1=CC(=C(C=C1)CCCC(=O)O)NC(=O)[C@H]1[C@]2(C1)CCOC1=CC=C(C=C12)C=1C=NC(=CC1)N(C)C